C(#N)/C(/C(=O)NCC1OC(OCC1)(C)C)=C\C1=CC2=CC=C(C=C2C=C1)N1CCCCC1 (E)-2-cyano-N-((2,2-dimethyl-1,3-dioxan-4-yl)methyl)-3-(6-(piperidin-1-yl)naphthalen-2-yl)acrylamide